tert-butyl (3R,4R)-4-[1-[1-(2,6-dioxo-3-piperidyl)-3-methyl-2-oxo-benzimidazol-4-yl] azetidin-3-yl]oxy-3-fluoro-piperidine-1-carboxylate O=C1NC(CCC1N1C(N(C2=C1C=CC=C2N2CC(C2)O[C@H]2[C@@H](CN(CC2)C(=O)OC(C)(C)C)F)C)=O)=O